BrC1=C(C(=C(NCC2CC2)C=C1)[N+](=O)[O-])C(F)F 4-bromo-N-(cyclopropylmethyl)-3-(difluoromethyl)-2-nitroaniline